1-(1-(2,6-dichlorophenyl)ethyl)-5-methyl-4-nitro-1H-pyrazole ClC1=C(C(=CC=C1)Cl)C(C)N1N=CC(=C1C)[N+](=O)[O-]